6-iodo-8,9-dihydrofuro[2,3-h]quinazoline IC=1C=C2C=NC=NC2=C2C1OCC2